4-[trans-(4-aminocyclohexyl)amino]-N'-(2-chloro-5-fluoro-phenyl)-6-[6-[2-[2-(2-methoxyethoxy)ethoxy]ethoxy]-4-methyl-3-pyridyl]pyrrolo[1,2-b]pyridazine-3-carboxamidine formic acid salt C(=O)O.N[C@@H]1CC[C@H](CC1)NC=1C=2N(N=CC1C(=NC1=C(C=CC(=C1)F)Cl)N)C=C(C2)C=2C=NC(=CC2C)OCCOCCOCCOC